CC(COC(CCC1=CC(=C(C(=C1)C)O)C(C)(C)C)=O)(C)C1OCC2(CO1)COC(OC2)C(COC(CCC2=CC(=C(C(=C2)C)O)C(C)(C)C)=O)(C)C 3,9-Bis{1,1-dimethyl-2-[β-(3-tert-butyl-4-hydroxy-5-methylphenyl)propionyloxy]ethyl}-2,4,8,10-tetraoxaspiro(5.5)undecan